tetracyclo[6.2.1.11,6.02,7]dodec-4-ene C123C4CC=CC(C4C(CC1)C2)C3